(3-benzyl-3-(1-(4-fluorophenyl)-6-methyl-1H-indazol-5-yl)pyrrolidin-1-yl)(pyrimidin-5-yl)methanone C(C1=CC=CC=C1)C1(CN(CC1)C(=O)C=1C=NC=NC1)C=1C=C2C=NN(C2=CC1C)C1=CC=C(C=C1)F